O1C[C@H](CC1)N(NCC1=NC=C(C=C1)C(F)(F)F)C(C)=O N-[(3S)-tetrahydrofuran-3-yl]-N'-[[5-(trifluoromethyl)-2-pyridyl]methyl]acetohydrazide